BrC1=CC=C2C3(C(NC2=C1)=O)CCCC3 6'-bromospiro[cyclopentane-1,3'-indolin]-2'-one